tert-Butyl 4-(2-(((trans)-4-(dibenzylamino)cyclohexyl)oxy)ethyl)-3,3-difluoropiperidine-1-carboxylate C(C1=CC=CC=C1)N([C@@H]1CC[C@H](CC1)OCCC1C(CN(CC1)C(=O)OC(C)(C)C)(F)F)CC1=CC=CC=C1